(2,5,8,11-tetraoxatridecane-13-oxy)-4'-(6,6-dimethyl-2-(4-nitrophenyl)-4,5,6,7-tetrahydro-2H-5,7-methanoindazol-3-yl)-1,1'-biphenyl-3-carbaldehyde COCCOCCOCCOCCOC1=C(C=CC=C1C=O)C1=CC=C(C=C1)C=1N(N=C2C3C(C(CC12)C3)(C)C)C3=CC=C(C=C3)[N+](=O)[O-]